C1(CC1)C[C@@H](C(F)(F)F)NC(N([C@H](C(F)(F)F)C1=NC=C(C(=C1)C=1N=C(C=2N(C1)C=C(N2)C)OC)OC)CC)=O 3-((S)-3-cyclopropyl-1,1,1-trifluoropropan-2-yl)-1-ethyl-1-((S)-2,2,2-trifluoro-1-(5-methoxy-4-(8-methoxy-2-methylimidazo[1,2-a]pyrazin-6-yl)pyridin-2-yl)ethyl)urea